N-benzoyloxy-1-[9-ethyl-6-(2-methylbenzoyl)-9H-carbazole-3-yl]-3-cyclopentylpropane-1-one-2-imine C(C1=CC=CC=C1)(=O)ON=C(C(=O)C=1C=CC=2N(C3=CC=C(C=C3C2C1)C(C1=C(C=CC=C1)C)=O)CC)CC1CCCC1